N-(4-(2-fluorophenyl)-2-(tetrahydro-2H-pyran-4-yl)pyridin-3-yl)-2-isopropylpyrimidine-5-carboxamide FC1=C(C=CC=C1)C1=C(C(=NC=C1)C1CCOCC1)NC(=O)C=1C=NC(=NC1)C(C)C